FC1CC(C1)CNCC=1C=CC=2N(C1)C=C(N2)CN2C=CC=1C(=CN=CC1C2=O)C=2C=CC(=NC2)NC(C)=O N-(5-(7-((6-((((3-fluorocyclobutyl)methyl)amino)methyl)imidazo[1,2-a]pyridin-2-yl)methyl)-8-oxo-7,8-dihydro-2,7-naphthyridin-4-yl)pyridin-2-yl)acetamide